NCCC(=O)N1[C@@H](CCC1)C1CCN(CC1)C1CC2(C1)CN(CC2)C(=O)OCC ethyl 2-{4-[(2S)-1-(β-alanyl)pyrrolidin-2-yl]piperidin-1-yl}-6-azaspiro[3.4]octane-6-carboxylate